5-chloro-4-(cyclopentylmethoxy)-2-fluoro-N-((hexahydro-1H-pyrazino[1,2-a]pyrazin-2(6H)-yl)sulfonyl)benzamide ClC=1C(=CC(=C(C(=O)NS(=O)(=O)N2CC3N(CC2)CCNC3)C1)F)OCC1CCCC1